FC1=C(C(=C(C(=C1F)F)F)F)SP(=S)(SC1=C(C(=C(C(=C1F)F)F)F)F)S.C(C)N(CC)CC triethylamine bis(perfluorophenyl)phosphorotetrathioate